(S)-4-chloro-2-((3-(2-hydroxy-2-(p-tolyl)ethyl)-1,2,4-oxadiazol-5-yl)methyl)pyridazin-3(2H)-one ClC=1C(N(N=CC1)CC1=NC(=NO1)C[C@@H](C1=CC=C(C=C1)C)O)=O